S[Ag] sulfhydryl-silver